N1=C(C=CC=C1)CNCC1=CC=C(C=C1)CN(C1CCCC=2C=CC=NC12)CCN N-(2-pyridinylmethyl)-N'-(2-aminoethyl)-N'-(5,6,7,8-tetrahydro-8-quinolinyl)-1,4-benzenedimethanamine